tert-butyl 4-(2,3-dichloro-6-methoxyphenyl)-2-(dimethylcarbamoyl)piperidine-1-carboxylate ClC1=C(C(=CC=C1Cl)OC)C1CC(N(CC1)C(=O)OC(C)(C)C)C(N(C)C)=O